1,3-diphenyl-9H-carbazole C1(=CC=CC=C1)C1=CC(=CC=2C3=CC=CC=C3NC12)C1=CC=CC=C1